N-[4-fluoro-5-(2-morpholin-4-ylpyrimidin-5-yl)-2-[rac-(3R)-3,4-dimethylpiperazin-1-yl]phenyl]-6-oxo-5-(trifluoromethyl)-1H-pyridine-3-carboxamide FC1=CC(=C(C=C1C=1C=NC(=NC1)N1CCOCC1)NC(=O)C1=CNC(C(=C1)C(F)(F)F)=O)N1C[C@H](N(CC1)C)C |r|